ClC1=C(C=C(C=C1)NC(C(=O)C1=C(C=C(C=C1)OC1=CC=NC2=CC(=C(C=C12)OC)OC)O)=O)C(F)(F)F (4-chloro-3-(trifluoromethyl)phenyl)-2-(4-((6,7-dimethoxyquinolin-4-yl)oxy)-2-hydroxyphenyl)-2-oxoacetamide